3-(7-Methyl-1H-indazol-5-yl)-2-(trifluoromethyl)-3H-imidazo[4,5-b]pyridin CC=1C=C(C=C2C=NNC12)N1C(=NC=2C1=NC=CC2)C(F)(F)F